4-(cis-bicyclo[3.1.0]hexane-3-yloxy)-3,5-difluoroaniline C12CC(CC2C1)OC1=C(C=C(N)C=C1F)F